ClC=1C=CC=2C3=C(C=CC2C1)C=CC1=C3N=CO1 9-chlorophenanthro[4,3-d]oxazole